2-((6-(2,6-dichloro-3,5-dimethoxyphenyl)-2-(methylthio)pyrido[3,4-d]pyrimidin-8-yl)amino)ethan-1-ol ClC1=C(C(=C(C=C1OC)OC)Cl)C1=CC2=C(N=C(N=C2)SC)C(=N1)NCCO